hydrazine hydrogen chloride Cl.NN